BrC=1C(N(C(C1)=O)CC1=CC=C(C=C1)OC)=O 3-bromo-1-{[4-(methyloxy)phenyl]methyl}-1H-pyrrole-2,5-dione